[C@@H]1(C[C@H](O)[C@@H](CO)O1)N1C(=S)N=C(N)C=C1 2-thio-2'-deoxycytidine